(2-butyloctyl)zinc (II) bromide [Br-].C(CCC)C(C[Zn+])CCCCCC